4-(benzyloxy)-3-chloro-2-methylpyridine C(C1=CC=CC=C1)OC1=C(C(=NC=C1)C)Cl